1-(6,7-dimethylpyrazolo[1,5-a]pyridin-3-yl)-4,4-difluoro-3,3-dimethyl-3,4-dihydroisoquinolin CC=1C=CC=2N(C1C)N=CC2C2=NC(C(C1=CC=CC=C21)(F)F)(C)C